tert-octyliminotri(dimethylamino)phosphane C(C)(C)(CC(C)(C)C)N=P(N(C)C)(N(C)C)N(C)C